dipentaerythritol dicaprylate C(CCCCCCC)(=O)OCC(COC(CCCCCCC)=O)(COCC(CO)(CO)CO)CO